4-(4-(1-cyano-2-ethoxy-2-oxoethyl)-3-nitrophenyl)piperazine-1-carboxylic acid benzyl ester C(C1=CC=CC=C1)OC(=O)N1CCN(CC1)C1=CC(=C(C=C1)C(C(=O)OCC)C#N)[N+](=O)[O-]